(9aR,10S)-10-((R)-(3-fluorophenyl)(phenyl)methyl)-4-hydroxy-8,9,9a,10-tetrahydro-7H-pyrrolo[1',2':4,5]pyrazino[1,2-b]pyridazine-3,5-dione FC=1C=C(C=CC1)[C@H]([C@H]1[C@@H]2N(C(C=3N1N=CC(C3O)=O)=O)CCC2)C2=CC=CC=C2